C(C)(=O)OC=1[C@@]2(C(C(=C(C([C@@H]2C[C@@H]2CC3=C(C=CC(=C3C(C12)=O)OCCCC)N(C)C)N(C)C)O)C(NC(C)=O)=O)=O)OC(C)=O (4aS,11aR,12aS)-3-(N-Acetylcarbamoyl)-4a-acetoxy-7-butoxy-1,10-bis(dimethylamino)-2-hydroxy-4,6-dioxo-1,4a,11,11a,12,12a-hexahydro-5-naphthacenyl acetate